trans-1-(4-((4-(4-(3,4-dihydroisoquinolin-2(1H)-yl)-3-hydroxypiperidin-1-carbonyl)-5-(trifluoromethyl)pyridin-2-yl)amino)piperidin-1-yl)ethan-1-one C1N(CCC2=CC=CC=C12)[C@H]1[C@@H](CN(CC1)C(=O)C1=CC(=NC=C1C(F)(F)F)NC1CCN(CC1)C(C)=O)O